N2-((3aS,4R,6S,6aR)-6-(((tert-butyldimethylsilyl)oxy)(3,4-difluorophenyl)methyl)-2,2-dimethyltetrahydro-4H-cyclopenta[d][1,3]dioxol-4-yl)-N2-methyl-1,3,5-triazine-2,4-diamine [Si](C)(C)(C(C)(C)C)OC([C@H]1C[C@H]([C@H]2[C@@H]1OC(O2)(C)C)N(C2=NC=NC(=N2)N)C)C2=CC(=C(C=C2)F)F